C(C1=CC=CC=C1)(C1=CC=CC=C1)N(C=1N(C(C(=C(N1)C(=O)NC1=NOC=C1)O)=O)C)C 2-(benzhydryl(methyl)amino)-5-hydroxy-N-(isoxazol-3-yl)-1-methyl-6-oxo-1,6-dihydropyrimidine-4-carboxamide